5-hydroxy-4-methyl-oxazolidine OC1C(NCO1)C